ClC=1C(=C(C(=CC1)C(F)(F)F)C=1C=C2C(=NN=C(C2=CC1)NCC1=C(C=C(C=C1)OC)OC)C)F 6-[3-CHLORO-2-FLUORO-6-(TRIFLUOROMETHYL)PHENYL]-N-[(2,4-DIMETHOXYPHENYL)METHYL]-4-METHYLPHTHALAZIN-1-AMINE